(S)-8-methyl-9-oxa-2,6-diazaspiro[4.5]decane-2-carboxylate CC1CN[C@]2(CCN(C2)C(=O)[O-])CO1